N1CCC(CC1)N1N=CC(=C1)NC1=NC=CC(=N1)C1=CC=C(C=C1)NC(=O)C1CC1 N-(4-(2-((1-(piperidin-4-yl)-1H-pyrazol-4-yl)amino)pyrimidin-4-yl)phenyl)cyclopropanecarboxamide